O=C1NC(CCC1C1=C(C=C(C(=N1)C)CC=O)F)=O 2-(6-(2,6-dioxopiperidin-3-yl)-5-fluoro-2-methylpyridin-3-yl)acetaldehyde